tert-butyl 6-[(4-bromo-3-chlorophenyl)methyl]-7-oxa-4-azaspiro[2.5]octane-4-carboxylate BrC1=C(C=C(C=C1)CC1CN(C2(CC2)CO1)C(=O)OC(C)(C)C)Cl